CC=1C=C(CNC2=NN=C3N2C=NC(=C3)N3CCN(CC3)C(C)=O)C=CC1C1=CC(=NC=C1)C 4-(3-((3-methyl-4-(2-methylpyridin-4-yl)benzyl)amino)-[1,2,4]triazolo[4,3-c]pyrimidin-7-yl)-1-acetylpiperazine